(E)-N-(2-amino-4-fluorophenyl)-3-(5-((3,5-bis(trifluoromethyl)benzyl)oxy)-5,6,7,8-tetrahydronaphthalen-2-yl)acrylamide Carbamate C(N)(O)=O.NC1=C(C=CC(=C1)F)NC(\C=C\C1=CC=2CCCC(C2C=C1)OCC1=CC(=CC(=C1)C(F)(F)F)C(F)(F)F)=O